N-[2-[(1-Cyano-1-methylethyl)carbamoyl]-4-pyridyl]-6-(trifluoromethyl)pyridin C(#N)C(C)(C)NC(=O)C1=NC=CC(=C1)N1CC=CC=C1C(F)(F)F